BrC1=NO[C@H](C1)C=1C=CC(=C(NC2=CC(=CC=C2)C(F)(F)F)C1)C 5-[(5R)-3-Bromo-4,5-dihydroisoxazol-5-yl]-2-methyl-N-[3-(trifluoromethyl)phenyl]aniline